S1C=NC2=C1C=CC(=C2)NS(=O)(=O)C=2C=C1CCC(NC1=CC2)=O N-(benzo[d]thiazol-5-yl)-2-oxo-1,2,3,4-tetrahydroquinoline-6-sulfonamide